4-(8,9,10,11-tetrahydro-3H-pyrazolo[4,3-a]phenanthridin-7-yl)-N-(thiazol-2-ylmethyl)benzamide C1=NNC=2C1=C1C=3CCCCC3C(=NC1=CC2)C2=CC=C(C(=O)NCC=1SC=CN1)C=C2